N-ethoxymethyl-N-iso-butylpyrrolidinium C(C)OC[N+]1(CCCC1)CC(C)C